3-(Butoxycarbonyl)-2-chloro-1-methylpyridin-1-ium triflate [O-]S(=O)(=O)C(F)(F)F.C(CCC)OC(=O)C=1C(=[N+](C=CC1)C)Cl